ammonium chloride, ammonium salt [NH4+].[Cl-].[NH4+].[Cl-]